OC1=C(C=CC(=C1)C1=COC2=C3C(=C(C(=C2C1=O)O)C=CC(C)=C)OC(C=C3)(C)C)[O-] 2-hydroxy-4-(5-hydroxy-6-isoprenyl-8,8-dimethyl-4-oxopyrano[2,3-h]chromen-3-yl)phenolate